4-(2-(4,7-dichloro-3-hydroxy-2-oxoindolin-3-yl)acetyl)benzamide ClC1=C2C(C(NC2=C(C=C1)Cl)=O)(O)CC(=O)C1=CC=C(C(=O)N)C=C1